oxalic acid diimide C(C(O)=N)(O)=N